1-carboxy-N,N,N-trimethyl-1-pentadecylammonium C(=O)(O)C(CCCCCCCCCCCCCC)[N+](C)(C)C